(7-acetylquinoline-4-carbonyl)glycine tert-butyl ester C(C)(C)(C)OC(CNC(=O)C1=CC=NC2=CC(=CC=C12)C(C)=O)=O